N-(7-fluoro-2,8-dimethylimidazo[1,2-a]pyridin-6-yl)-4-(4,7-diazaspiro[2.5]octan-7-yl)-2,3-dihydro-1H-pyrrolo[2,3-b]pyridine-1-carboxamide 2,2,2-trifluoroacetate FC(C(=O)O)(F)F.FC1=C(C=2N(C=C1NC(=O)N1CCC=3C1=NC=CC3N3CCNC1(CC1)C3)C=C(N2)C)C